CN1C=C(C=C(C1=O)C)N1CCC(CC1)C N-(1,5-dimethyl-6-oxo-1,6-dihydropyridin-3-yl)-4-methylpiperidine